ClC1(CC=C(C=C1Cl)F)[N+]#[C-] 1,6-DICHLORO-4-FLUOROPHENYLISOCYANIDE